NC1=C2N=CN(C2=NC(=N1)F)[C@H]1C[C@@H]([C@@](O1)(C#C)COP(=O)(OC1=CC=CC=C1)N[C@@H](CC1=CC=CC=C1)C(=O)OCCCCCCCCCCCCCCC)O Pentadecyl ((((2R,3S,5R)-5-(6-amino-2-fluoro-9H-purin-9-yl)-2-ethynyl-3-hydroxytetrahydrofuran-2-yl)methoxy)(phenoxy)phosphoryl)-L-phenylalaninate